N-[2-(sulfooxy)dodecyl]-3,4-dihydroisoquinolinium S(=O)(=O)(O)OC(C[N+]1=CC2=CC=CC=C2CC1)CCCCCCCCCC